tert-Butyl (3-cyano-4-(3-(3-((S)-2,4-dimethylpiperazin-1-yl)-4-hydroxypyrrolidin-1-yl)-5-fluoro-7,9-dihydrofuro[3,4-f]quinazolin-6-yl)-7-fluorothieno[3,2-c]pyridin-2-yl)carbamate C(#N)C1=C(SC2=C1C(=NC=C2F)C=2C1=C(C=3C=NC(=NC3C2F)N2CC(C(C2)O)N2[C@H](CN(CC2)C)C)COC1)NC(OC(C)(C)C)=O